ClC1=NC2=CC(=C(C=C2C=C1C(=O)O)F)F 2-chloro-6,7-difluoroquinolin-3-carboxylic acid